(E)-3-(difluoromethyl)-4-((5-(piperidin-1-yl)thiophen-2-yl)methylene)isoxazol-5(4H)-one FC(C\1=NOC(/C1=C/C=1SC(=CC1)N1CCCCC1)=O)F